1,3-bis(diisopropylphosphino)propane C(C)(C)P(CCCP(C(C)C)C(C)C)C(C)C